methyl siloxy silicate [Si](OC)(OO[SiH3])([O-])[O-]